C1(CC1)N1N=CC(=C1)C=1C(=CC(=C(C1)NC(=O)C=1C=NN2C1C=CC=C2)C)C N-[5-(1-Cyclopropylpyrazol-4-yl)-2,4-dimethylphenyl]pyrazolo[1,5-a]pyridine-3-carboxamide